5-(3-cyclopropylpyrazolo[1,5-a]pyrimidin-5-yl)-N-(pyridin-4-yl)-7H-pyrrolo[2,3-d]pyrimidin-2-amine C1(CC1)C=1C=NN2C1N=C(C=C2)C2=CNC=1N=C(N=CC12)NC1=CC=NC=C1